n-butylphosphonat C(CCC)P([O-])([O-])=O